B([O-])([O-])[O-].[Zn+2].B([O-])([O-])[O-].[Zn+2].[Zn+2] zinc borate salt